(10-bromoanthracene-9-yl-1,2,3,4,5,6,7,8-d8)naphtho[1,2-b]benzofuran BrC1=C2C(=C(C(=C(C2=C(C2=C(C(=C(C(=C12)[2H])[2H])[2H])[2H])C1=CC=CC=2C=CC3=C(OC4=C3C=CC=C4)C12)[2H])[2H])[2H])[2H]